N1=CC(=CC=C1)C=1C=C(C=C(C1)C=1C=NC=CC1)C1(CC(=CC=C1)C1=CC(=CC(=C1)C=1C=NC=CC1)C=1C=NC=CC1)C=CC(=O)N[C@@H](CC1=CNC2=CC=CC=C12)C(=O)O 1,3-bis(3,5-dipyrid-3-yl-phenyl)benzeneAcryloyltryptophane